NC(=O)O mono-aminocarboxylic acid